1-tosyl-1H-indole-3-carboxylic acid ethyl ester C(C)OC(=O)C1=CN(C2=CC=CC=C12)S(=O)(=O)C1=CC=C(C)C=C1